ClC1=C(C=CC(=C1)Cl)N1CCN(CC1)CCCCC1=C2CN(C(C2=CC=C1)=O)C1C(NC(CC1)=O)=O 3-(4-(4-(4-(2,4-dichlorophenyl)piperazin-1-yl)butyl)-1-oxoisoindolin-2-yl)piperidine-2,6-dione